ClC1=NC=NC(=C1C=O)Cl 4,6-dichloro-5-pyrimidineformaldehyde